C1(CC1)C(=O)NC1=C(C(=O)NC=2N=NC(=CC2)N(C)C)C=CC=C1 2-(cyclopropanecarboxamido)-N-(6-(dimethylamino)pyridazin-3-yl)benzamide